P(=O)(OCCCCOC=C)([O-])[O-] mono(4-vinyloxybutyl) phosphate